COC(C1COC2(C1)CCNCC2)OC 3-(dimethoxymethyl)-1-oxa-8-azaspiro[4.5]decane